4-(1H-indol-3-yl)-5-(trifluoromethyl)pyrimidine N1C=C(C2=CC=CC=C12)C1=NC=NC=C1C(F)(F)F